dispiro[1,3-dioxolane-2,2'-bicyclo[2.2.2]octane-5',2''-[1,3]dioxolane] O1C2(OCC1)C1CC3(C(C2)CC1)OCCO3